N[C@H]1[C@@H](CCCC1)NC1=NN(C(C2=CC=CC=C12)=O)C 4-(((1R,2R)-2-aminocyclohexyl)amino)-2-methylphthalazin-1(2H)-one